Chloromethyl-dimethoxychlorosilane ClC[Si](Cl)(OC)OC